ClC=1C=C(C=CC1)C1=CN(C=2N=CN=C(C21)N(CC(CN(C(C)=O)C)C)C)COCC[Si](C)(C)C N-(3-((5-(3-chlorophenyl)-7-((2-(trimethylsilyl)ethoxy)methyl)-7H-pyrrolo[2,3-d]pyrimidin-4-yl)(methyl)amino)-2-methylpropyl)-N-methylacetamide